COC1=NC=CC2=C(C=CC=C12)N1N=CC(=C1C(F)(F)F)C1=C(C(=N)N)C=CN=C1C(F)(F)F (1-(1-methoxyisoquinolin-5-yl)-5-(trifluoromethyl)-1H-pyrazol-4-yl)-2-(trifluoromethyl)isonicotinamidine